[Cl-].C[N+](CCCCCCCCCCCCCCCC)(C)C N,N,N-trimethylhexadecan-1-aminium chloride